CC1=C(C=C(C(=C1)O)C)CC1=C(C(=CC(=C1)C1CCCCC1)CC1=C(C=C(C(=C1)C)O)C)O 2,6-bis[(2,5-dimethyl-4-hydroxyphenyl)methyl]-4-cyclohexylphenol